2-chloro-6-methyldispiro[pyrrolo[3,4-b]pyridine-5,1'-cyclohexane-4',2''-[1,3]dioxolan]-7(6H)-one ClC1=CC=C2C(=N1)C(N(C21CCC2(OCCO2)CC1)C)=O